COC(CN(CC[C@@H](C(=O)O)NC1=NC(=NC2=CC=CC=C12)C)CCCCC1=NC=2NCCCC2C=C1)(C)C (S)-4-((2-methoxy-2-methylpropyl)(4-(5,6,7,8-tetrahydro-1,8-naphthyridin-2-yl)butyl)amino)-2-((2-methylquinazolin-4-yl)amino)butanoic acid